2-(5-bromo-3-chloropyridin-2-yl)-2-cyanoacetic acid ethyl ester C(C)OC(C(C#N)C1=NC=C(C=C1Cl)Br)=O